methacryloxy-ethyltrimethylammonium Chlorid [Cl-].C(C(=C)C)(=O)OC[N+](C)(C)CC